4-bromo-2-(4-fluorophenyl)pyridine BrC1=CC(=NC=C1)C1=CC=C(C=C1)F